[NH4+].OOP(=O)(OC)CC[C@H](N)C(=O)O |r| 4-[hydroxy(methyl)phosphono]-DL-homoalanine ammonium